C(C)(C)(C)OC(=O)N1[C@H](CC1)CC(=O)O (R)-2-(1-(tert-butoxycarbonyl)azetidin-2-yl)acetic acid